3-acetyl-5-methoxy-2-((4-(pentafluoro-sulfanyl)benzyl)thio)quinolin-4(1H)-one C(C)(=O)C1=C(NC2=CC=CC(=C2C1=O)OC)SCC1=CC=C(C=C1)S(F)(F)(F)(F)F